ClC1=CC=C(C=2CCCS(C21)(=O)=O)NC=2N(N=C(C2)[C@@H]2C[C@@H](CC2)O[Si](C(C)(C)C)(C)C)C(C)(C)C 8-chloro-5-({5-[(1S,3R)-3-{[dimethyl(2-methylprop-2-yl)silyl]oxy}cyclopentyl]-2-(2-methylprop-2-yl)pyrazol-3-yl}amino)-3,4-dihydro-2H-1λ6-1-benzothiine-1,1-dione